3-Amino-6-(trifluoromethyl)pyridinecarbonitrile NC=1C(=NC(=CC1)C(F)(F)F)C#N